Tetradecyl-cycloheptasiloxane C(CCCCCCCCCCCCC)[SiH]1O[SiH2]O[SiH2]O[SiH2]O[SiH2]O[SiH2]O[SiH2]O1